Cl.ClC=1C=C(C(=C(C1)C1=NC=NN2C1=CC(=C2)CN2C(N(C=CC2=O)CC)=O)C[C@@H]2CNCCO2)C (R)-3-((4-(5-chloro-3-methyl-2-(morpholin-2-ylmethyl)phenyl)pyrrolo[2,1-f][1,2,4]triazin-6-yl)methyl)-1-ethylpyrimidine-2,4(1H,3H)-dione hydrochloride